[Fe].[Cu].BrC=1C(=NC=C(C1)F)C(=O)N[C@@](CO)(CCCC)C (R)-3-bromo-5-fluoro-N-(1-hydroxy-2-methylhex-2-yl)picolinamide copper-iron